Tri(3-ethyl-1-pentyl)citrat C(C)C(CCC(C(C(C(=O)[O-])(CCC(CC)CC)CCC(CC)CC)(O)C(=O)[O-])C(=O)[O-])CC